ClC1=CC=2C(=NSC2N2CCNCC2)C(=C1C1=CC(=CC2=CN(N=C12)C)OC)F 5-chloro-7-fluoro-6-(5-methoxy-2-methyl-2H-indazol-7-yl)-3-(piperazin-1-yl)benzo[c]isothiazole